C(#N)[C@]1([C@H](C1)C)N1C2=C(C=C1C(=O)N(C1=CC=CC=C1)C)C=C(S2)C2CC(OCC2)(C)C (6R)-6-[(1S,2S)-1-cyano-2-methyl-cyclopropyl]-2-[2,2-dimethyltetrahydropyran-4-yl]-N-methyl-N-phenyl-thieno[2,3-b]pyrrole-5-carboxamide